N1(C=CC=C1)CCSC=1SC2=C(N1)C=CC=C2 2-((2-(1H-pyrrol-1-yl)ethyl)thio)benzothiazole